(S)-4-(2,3-dichloro-6-hydroxyphenyl)-1-(3-methoxypropyl)pyrrolidin-2-one ClC1=C(C(=CC=C1Cl)O)[C@@H]1CC(N(C1)CCCOC)=O